O=NC1CCC1 Oxocyclobutylamine